N[C@@H](CCC(=O)O)C(=O)O.C(CCC)N1CN(C=C1)C 1-butyl-3-methylimidazole L-glutamate salt